tin-iron-nickel [Ni].[Fe].[Sn]